(R)-1-(4-(2-(6-(3-aminopiperidine-1-carbonyl)-4-fluoro-3-methylpyrazolo[1,5-a]pyridin-2-yl)-1-(cyclopropylmethyl)-1H-indol-7-yl)piperidin-1-yl)ethan-1-one N[C@H]1CN(CCC1)C(=O)C=1C=C(C=2N(C1)N=C(C2C)C=2N(C1=C(C=CC=C1C2)C2CCN(CC2)C(C)=O)CC2CC2)F